FC1([C@H](C[C@@]2(CN(C(O2)=O)C2=NC=C(N=C2)C(C)(C)O)CC1)CN1C=NC2=C1C=C(C=C2)C#N)F 1-(((5R,7R)-8,8-Difluoro-3-(5-(2-hydroxypropan-2-yl)pyrazin-2-yl)-2-oxo-1-oxa-3-azaspiro[4.5]decan-7-yl)methyl)-1H-benzo[d]imidazole-6-carbonitrile